ethyl 2-(4-aminophenyl)-2-cyanoacetate NC1=CC=C(C=C1)C(C(=O)OCC)C#N